2-[[4-[1-methylsulfonyl-4-(4-pyridinyl)pyrazol-3-yl]phenoxy]methyl]quinoline Ethyl-2-(5-((tert-butoxycarbonyl)(8-(1,3-dioxoisoindolin-2-yl)octyl)amino)-2-oxopyridin-1(2H)-yl)acetate C(C)OC(CN1C(C=CC(=C1)N(CCCCCCCCN1C(C2=CC=CC=C2C1=O)=O)C(=O)OC(C)(C)C)=O)=O.CS(=O)(=O)N1N=C(C(=C1)C1=CC=NC=C1)C1=CC=C(OCC2=NC3=CC=CC=C3C=C2)C=C1